2-{1-[(E)-(1-Indanylidene)methyl]propyl}-2H-isoindole-1,3-dione ethyl-2-((pyrazolo[1,5-a]pyrimidine-3-carboxamido)methyl)-5-(trifluoromethyl)benzofuran-7-carboxylate C(C)OC(=O)C1=CC(=CC=2C=C(OC21)CNC(=O)C=2C=NN1C2N=CC=C1)C(F)(F)F.C/1(\CCC2=CC=CC=C12)=C\C(CC)N1C(C2=CC=CC=C2C1=O)=O